C1(=CC=CC=C1)NC(CCCCCCCCCCCCCCC)=O N-phenyl-hexadecanamide